(E)-1-(3,4-dimethoxyphenyl)ethane-1-one COC=1C=C(C=CC1OC)C(C)=O